methyl (8S)-7-[(2R)-2-[(4-bromobenzoyl)amino]propanoyl]-1,4-dioxa-7-azaspiro[4.4]nonane-8-carboxylate BrC1=CC=C(C(=O)N[C@@H](C(=O)N2CC3(OCCO3)C[C@H]2C(=O)OC)C)C=C1